3-(2,5-dioxo-2,5-dihydro-1H-pyrrol-1-yl)-4,4,4-trifluorobutanoic acid 2,5-dioxopyrrolidin-1-yl ester O=C1N(C(CC1)=O)OC(CC(C(F)(F)F)N1C(C=CC1=O)=O)=O